2-(tert-butyl) 3-methyl aziridine-2,3-dicarboxylate N1C(C1C(=O)OC)C(=O)OC(C)(C)C